N-[4-fluoro-5-(2-morpholin-4-ylpyrimidin-5-yl)-2-[rac-(3R,5S)-3,4,5-trimethylpiperazin-1-yl]phenyl]-3-(trifluoromethyl)benzamide FC1=CC(=C(C=C1C=1C=NC(=NC1)N1CCOCC1)NC(C1=CC(=CC=C1)C(F)(F)F)=O)N1C[C@H](N([C@H](C1)C)C)C |r|